4-chloro-6-[(trifluoromethyl)thio]pyridine-3-carboxylic acid methyl ester COC(=O)C=1C=NC(=CC1Cl)SC(F)(F)F